[3,4,5-3H]-L-phenylalanine N[C@@H](CC1=CC(=C(C(=C1)[3H])[3H])[3H])C(=O)O